C[Si](OC(C)(C)C)(C(C)(C)C)C di(methyl)tert-butyl-(tert-butoxy)silane